2-Cyano-4-(3-(hydroxymethyl)azetidin-1-yl)benzoic acid methyl ester COC(C1=C(C=C(C=C1)N1CC(C1)CO)C#N)=O